The molecule is a member of the class of muricholic acids in which the hydroxy groups at positions 6 and 7 both have beta configuration. It is a member of muricholic acids, a 6beta-hydroxy steroid and a 7beta-hydroxy steroid. It is a conjugate acid of a beta-muricholate. C[C@H](CCC(=O)O)[C@H]1CC[C@@H]2[C@@]1(CC[C@H]3[C@H]2[C@H]([C@H]([C@H]4[C@@]3(CC[C@H](C4)O)C)O)O)C